(6-methoxy-3-(6-(1-(morpholine-4-carbonyl)piperidin-4-yl)pyridin-3-yl)-1H-pyrazolo[4,3-b]pyridin-5-yl)-2,3-dihydro-1H-indene-1-carbonitrile COC=1C=C2C(=NC1C1(CCC3=CC=CC=C13)C#N)C(=NN2)C=2C=NC(=CC2)C2CCN(CC2)C(=O)N2CCOCC2